({6-[(1,3-benzothiazol-2-yl)amino]-4-Methylpyridazin-3-yl}amino)-1,3-thiazole-4-carboxylic acid ethyl ester C(C)OC(=O)C=1N=C(SC1)NC=1N=NC(=CC1C)NC=1SC2=C(N1)C=CC=C2